(R)-4,4-difluoro-3-phenylbutanoic acid FC([C@H](CC(=O)O)C1=CC=CC=C1)F